ClC=1C=C2C3=C(NC2=CC1)C(N(CC3)CC3N(CCNC3)C3=NC(=C(C=C3)Cl)C(F)(F)F)CNC(=N)N 1-((6-chloro-2-((1-(5-chloro-6-(trifluoromethyl)pyridin-2-yl)piperazin-2-yl)methyl)-2,3,4,9-tetrahydro-1H-pyrido[3,4-b]indol-1-yl)methyl)guanidine